(1H-imidazol-1-yl)-N-(4-methylbenzyl)quinoline-4-carboxamide N1(C=NC=C1)C1=NC2=CC=CC=C2C(=C1)C(=O)NCC1=CC=C(C=C1)C